tert-butyl (3-((4-(5-benzamido-1-methyl-1H-pyrazol-3-yl)phenyl)carbamoyl)-4-chlorophenyl)carbamate C(C1=CC=CC=C1)(=O)NC1=CC(=NN1C)C1=CC=C(C=C1)NC(=O)C=1C=C(C=CC1Cl)NC(OC(C)(C)C)=O